FC(COC1=NSN=C1C=1CN(CCC1)CF)(CCCC)F 3-((2,2-difluorohexyl)oxy)-4-(1-(fluoromethyl)-1,2,5,6-tetrahydropyridin-3-yl)-1,2,5-thiadiazole